2,5-di-t-butylbenzoquinone C(C)(C)(C)C=1C(C=C(C(C1)=O)C(C)(C)C)=O